2,4-Dichloro-pyridine ClC1=NC=CC(=C1)Cl